(R)-1-(tert-butyl)-N-(8-(2-((1-methyl-1H-pyrazol-4-yl)amino)pyrimidin-4-yl)-2-(oxetan-3-yl)-2,3,4,5-tetrahydro-1H-benzo[c]azepin-5-yl)-1H-1,2,3-triazole-4-carboxamide C(C)(C)(C)N1N=NC(=C1)C(=O)N[C@H]1C2=C(CN(CC1)C1COC1)C=C(C=C2)C2=NC(=NC=C2)NC=2C=NN(C2)C